C(=O)(OC(C)(C)C)N1CCC(CC1)C=O 1-Boc-4-piperidinecarboxaldehyde